4-(8-(1-propenylpyrrolidin-3-yl)quinazolin-6-yl)-3-chloro-N-(pyridin-2-yl)benzamide C(=CC)N1CC(CC1)C=1C=C(C=C2C=NC=NC12)C1=C(C=C(C(=O)NC2=NC=CC=C2)C=C1)Cl